ClC1=CC(=C(OCC2=NC=CC(=C2)OC2=CC(=C(C=C2)CC(=O)NC2=C(C=C(C(=O)OC)C=C2NC[C@H]2OCC2)F)F)C=C1)F Methyl (S)-4-(2-(4-((2-((4-chloro-2-fluorophenoxy)methyl)pyridin-4-yl)oxy)-2-fluorophenyl)acetamido)-3-fluoro-5-((oxetan-2-ylmethyl)amino)benzoate